Lithium 2-(6-(1H-imidazol-1-yl) pyridazin-3-ylamino)-5-methoxybenzoate N1(C=NC=C1)C1=CC=C(N=N1)NC1=C(C(=O)[O-])C=C(C=C1)OC.[Li+]